tert-butyl 2-(4-chloro-7-azaindol-2-yl)piperidine-1-carboxylate ClC1=C2C=C(NC2=NC=C1)C1N(CCCC1)C(=O)OC(C)(C)C